(1-{6-methyl-4-[(1-methylcyclopropyl)amino]furo[2,3-d]pyrimidin-5-carbonyl}piperidin-4-yl)pyrimidin-5-ol CC1=C(C2=C(N=CN=C2NC2(CC2)C)O1)C(=O)N1CCC(CC1)C1=NC=C(C=N1)O